ClC1=NC=2CCN(CC2C=C1)C(C(=O)N)OC(C)=O 2-(2-chloro-7,8-dihydro-1,6-naphthyridin-6(5H)-yl)-2-acetoxyacetamide